ethyl-(R)-7-fluoro-2-(3-(3-(3-hydroxy-1-methyl-2-oxopyrrolidin-3-yl)isoxazol-5-yl)phenyl)quinazoline-4-carboxamide C(C)C1=C2C(=NC(=NC2=CC(=C1)F)C1=CC(=CC=C1)C1=CC(=NO1)[C@]1(C(N(CC1)C)=O)O)C(=O)N